C(C)(=O)N[C@@H](C=O)[C@@H](O)[C@@H]([C@H](O)C)N 2-acetamido-4-amino-2,4,6-trideoxy-glucose